NC1=C(C=C(C=N1)NC(C(=O)N1[C@@H](CN([C@H](C1)C)C1(CC1)C(F)(F)F)C1=CC=C(C=C1)F)=O)C N-(6-amino-5-methyl-3-pyridyl)-2-[(2R,5S)-2-(4-fluorophenyl)-5-methyl-4-[1-(trifluoromethyl)cyclopropyl]piperazin-1-yl]-2-oxo-acetamide